(3S,7R,8aS)-3-(4-chlorobenzyl)-2-(1-(4-methylpyrimidin-2-yl)piperidin-4-yl)octa-hydropyrrolo[1,2-a]pyrazin ClC1=CC=C(C[C@@H]2N(C[C@H]3N(C2)CCC3)C3CCN(CC3)C3=NC=CC(=N3)C)C=C1